4-(2-chloro-3-nitrophenoxy)-N-cyclopropyl-2-[(2-fluoro-4-iodophenyl)amino]-1,5-dimethyl-6-oxopyridine-3-carboxamide ClC1=C(OC=2C(=C(N(C(C2C)=O)C)NC2=C(C=C(C=C2)I)F)C(=O)NC2CC2)C=CC=C1[N+](=O)[O-]